ClC1=CC=C2C(=NC=3N(C2=C1)C=NN3)N(C3=CC(=CC=C3)C3=CC=C(C=C3)OC3CCNCC3)C 8-chloro-N-methyl-N-[3-[4-(4-piperidyloxy)phenyl]phenyl]-[1,2,4]triazolo[4,3-a]quinazolin-5-amine